(6Ar,10aR)-6,6-dimethyl-3-(2-methyloctan-2-yl)-9-sulfanyl-6a,7,10,10a-tetrahydrobenzo[c]chromen-1-ol CC1(OC=2C=C(C=C(C2[C@H]2[C@H]1CC=C(C2)S)O)C(C)(CCCCCC)C)C